2-bromo-N-(2-bromopyridin-4-yl)pyridin-4-carboxamide BrC1=NC=CC(=C1)C(=O)NC1=CC(=NC=C1)Br